1,4-dibromoanthraquinone BrC1=CC=C(C=2C(C3=CC=CC=C3C(C12)=O)=O)Br